2-[6-(ethylamino)-4-(3-[(4-methyl-1,2,4-triazol-3-yl)methyl]oxetan-3-ylpyridin-2-yl)-7-(methylsulfanyl)-3-oxo-1H-isoindol-5-ylmethyl]-3-methylpiperidin-1-ium C(C)NC1=C(C(=C2C(NCC2=C1SC)=O)C1=NC=CC=C1C1(COC1)CC1=NN=CN1C)CC1[NH2+]CCCC1C